C1(=CC=CC2=CC=CC=C12)C=1SC=C(N1)CC(=O)OCC Ethyl 2-(2-(Naphthalen-1-yl)Thiazol-4-yl)Acetate